ethyldiaminosilane 1,1-dioxido-2,3-dihydrothiophen-3-yl-2-methoxy-4-phenoxybenzenesulfonate O=S1(CC(C=C1)OS(=O)(=O)C1=C(C=C(C=C1)OC1=CC=CC=C1)OC)=O.C(C)[SiH](N)N